BrC1=CC=C(C=C1)CCCC[Si](O[Si](C)(C)C)(O[Si](C)(C)C)C 3-(4-(4-bromophenyl)butyl)-1,1,1,3,5,5,5-heptamethyltrisiloxane